bis((endo)-3-(methylsulfonyl)-3-azabicyclo[3.2.1]octan-8-yl) 2-methylenesuccinate C=C(C(=O)OC1C2CN(CC1CC2)S(=O)(=O)C)CC(=O)OC2C1CN(CC2CC1)S(=O)(=O)C